CC(C)(C)P(C1=CC=C(N(C)C)C=C1)C(C)(C)C 4-[bis(2-methyl-2-propanyl)phosphino]-N,N-dimethylaniline